(R)-1-phenylpropylamine C1(=CC=CC=C1)[C@@H](CC)N